[S+2].[Mn](=O)(=O)(=O)[O-].[K+].[Mn](=O)(=O)(=O)[O-].[Mn](=O)(=O)(=O)[O-] potassium permanganate sulfur